C(C=C)(=O)OC(C1=C(C=C(C=C1)Cl)Cl)OC(C)=O (acetoxy-(2,4-dichlorophenyl) methyl) acrylate